2-((2,5-dichloropyridin-4-yl)amino)-4-fluoro-N-methoxybenzamide ClC1=NC=C(C(=C1)NC1=C(C(=O)NOC)C=CC(=C1)F)Cl